benzo[b]thiophene-5-carbaldehyde S1C2=C(C=C1)C=C(C=C2)C=O